C(O[C@@H]1CC[C@H](CC1)NC1=NC=C(C(=N1)C1=CC(=CC=C1)N1C(CCCC1)=O)F)(OC1=CC=C(C=C1)[N+](=O)[O-])=O trans-4-((5-fluoro-4-(3-(2-oxopiperidin-1-yl)phenyl)pyrimidin-2-yl)amino)cyclohexyl (4-nitrophenyl) carbonate